N-(2-chloro-3-((3,4-dihydro-2H-pyrimido[1,2-c]quinazolin-10-yl)oxy)phenyl)propane-1-sulfonamide ClC1=C(C=CC=C1OC1=CC=2C=3N(C=NC2C=C1)CCCN3)NS(=O)(=O)CCC